C1(CC1)C1=C(C(=NN1)C(=O)OC)O methyl 5-cyclopropyl-4-hydroxy-1H-pyrazole-3-carboxylate